COC(C)C1=C(C=C(C=C1)C)[N+](=O)[O-] 1-(1-methoxyethyl)-4-methyl-2-nitrobenzene